N-(1-(4-(tert-butyl)phenyl)-6-(2-(2-ethoxyethoxy)ethoxy)-1H-pyrazolo[3,4-d]pyrimidin-4-yl)-5-nitrothiophene-2-carboxamide C(C)(C)(C)C1=CC=C(C=C1)N1N=CC=2C1=NC(=NC2NC(=O)C=2SC(=CC2)[N+](=O)[O-])OCCOCCOCC